1,6-Diamino-n-hexane NCCCCCCN